FC(C(=O)O)(F)F.C1CC12CNCCC2 5-azaspiro[2.5]octane trifluoroacetic acid salt